C(CCCCCCCC)[SiH2]OCC(OC)OC nonyl-dimethoxyethoxysilane